FC1=C(C#N)C=CC(=C1O)F 2,4-Difluoro-3-hydroxybenzonitrile